(4,5,6,7-tetrahydro-1H-pyrazolo[3,4-c]pyridin-3-yl)methanone trifluoroacetate FC(C(=O)O)(F)F.N1N=C(C2=C1CNCC2)C=O